5-chloro-N-{3-[2-(3,4-dichlorophenoxy)acetamido]bicyclo[1.1.1]pent-1-yl}pyridine-2-carboxamide ClC=1C=CC(=NC1)C(=O)NC12CC(C1)(C2)NC(COC2=CC(=C(C=C2)Cl)Cl)=O